1-(4-(dimethylamino)but-2-enoyl)pyrrolidin CN(CC=CC(=O)N1CCCC1)C